BrC1=C(C(=CC(=C1)C(C)(C)C)F)OC 1-bromo-5-(tert-butyl)-3-fluoro-2-methoxybenzene